CCCC(CCCC)C(=O)OC(C)(C)C Tert-butyl octane-4-carboxylate